ClC=1N=CC2=C(C(=CC(=C2C1)F)F)O 3-chloro-5,7-difluoroisoquinolin-8-ol